3,3'-thiobis-1-propene S(CC=C)CC=C